FC1=C(C=C(C=C1)F)[C@H]1CC[C@H](N1C(=O)C1=CC=C(C=C1)C1=C(C=CC=C1)OC)C(=O)O (2S,5R)-5-(2,5-difluorophenyl)-1-(2'-methoxy-[1,1'-biphenyl]-4-carbonyl)pyrrolidine-2-carboxylic acid